N-[4-(2,4-dihydroxyphenyl)pentanoyl]-L-alanine ethyl ester C(C)OC([C@@H](NC(CCC(C)C1=C(C=C(C=C1)O)O)=O)C)=O